ClC1=C(C=CC(=C1)CN[C@H]1C[C@@H](CC1)O)N1N=CC(=C1)C1=NC(=NC=C1C#N)NC1CCN(CC1)S(=O)(=O)C 4-(1-(2-Chloro-4-((((1R,3R)-3-hydroxycyclopentyl)amino)methyl)phenyl)-1H-pyrazol-4-yl)-2-((1-(methylsulfonyl)piperidin-4-yl)amino)pyrimidine-5-carbonitrile